C1(=CC=CC=C1)C(CC(=O)O)P(=O)(OCC(CCCC)CC)OCC(CCCC)CC 3-phenyl-3-[bis-(2-ethylhexyloxy)phosphoryl]propanoic acid